N-[(2S)-2-hydroxycyclopentyl]pyridine-2-carboxamide O[C@@H]1C(CCC1)NC(=O)C1=NC=CC=C1